S1C(=NC=C1)CC(=O)O THIAZOL-2-YL-ACETIC ACID